N-(cyclobutylmethyl)-1-[6-[[4-(1H-indazol-4-yl)imidazol-1-yl]methyl]-1H-indol-2-yl]methanamine C1(CCC1)CNCC=1NC2=CC(=CC=C2C1)CN1C=NC(=C1)C1=C2C=NNC2=CC=C1